3-(6-(4,4-difluoropiperidin-1-yl)-5-fluoropyridin-3-yl)isothiazole-5-carboxylic acid FC1(CCN(CC1)C1=C(C=C(C=N1)C1=NSC(=C1)C(=O)O)F)F